FC1(C(N(C2=C(O1)C=C(C(=C2)C2=C(C(=CC(=C2F)F)F)F)F)C(C(=O)O)C)=O)F.C(CC)N2C(C1=CC=CC=C1C2)=O 2-propyl-isoindol-1-one 2-(2,2,7-trifluoro-3-oxo-6-(2,3,5,6-tetrafluorophenyl)-2,3-dihydro-4H-benzo[b][1,4]oxazin-4-yl)propanoate